3-methylnon-4-enal CC(CC=O)C=CCCCC